N[C@@H]1C2=CC=CC=C2CC12CCN(CC2)C=2NC(C1=C(N2)NN=C1C(=C)C=1SC(=CN1)C#N)=O (S)-2-(1-(6-(1-amino-1,3-dihydro-spiro[indene-2,4'-piperidin]-1'-yl)-4-oxo-4,5-dihydro-1H-pyrazolo[3,4-d]pyrimidin-3-yl)vinyl)thiazole-5-carbonitrile